C1(=CC=CC=C1)[B-](C1=CC=CC=C1)(C1=CC=CC=C1)C1=CC=CC=C1.C(C)(C)(C)[PH+](C1=CC(=CC(=C1)C(C)C)C(C)C)C(C)(C)C di-(tert-butyl)(3,5-diisopropylphenyl)phosphonium tetraphenylborate